tungsten-rhenium osmium [Os].[Re].[W]